ClC=1C=C(C=CC1)C=1C2=CC=CC=C2N=C2C=CC=CC12 9-(3-Chlorophenyl)acridine